[Li+].C1(=CC=CC=C1)P(C=1C=C(C=CC1)S(=O)(=O)[O-])C1=CC=CC=C1 3-diphenylphosphinobenzenesulfonic acid lithium salt